FC(C(OC(C(OC(C(OC(C(F)(F)F)(F)F)(F)F)(F)F)(F)F)(F)F)(F)F)(F)F perfluoro-3,6,9-trioxaundecane